[Si](C)(C)(C(C)(C)C)O[C@@H]1COCC[C@H]1NC1=NC=C(C(=C1)C1=NC(=NS1)C1CN(CCC1)C(=O)OC(C)(C)C)Cl tert-butyl 3-(5-(2-(((3S,4R)-3-((tert-butyldimethylsilyl)oxy)tetrahydro-2H-pyran-4-yl)amino)-5-chloropyridin-4-yl)-1,2,4-thiadiazol-3-yl)piperidine-1-carboxylate